(2S,4R)-4-hydroxy-1-[(2S)-2-[4-[(1-hydroxycyclohexyl)methyl]triazol-1-yl]-3,3-dimethyl-butanoyl]-N-methyl-pyrrolidine-2-carboxamide O[C@@H]1C[C@H](N(C1)C([C@H](C(C)(C)C)N1N=NC(=C1)CC1(CCCCC1)O)=O)C(=O)NC